8-(diethylamino)quinoline-2-carbaldehyde C(C)N(C=1C=CC=C2C=CC(=NC12)C=O)CC